N-((6-((di-tert-butylphosphaneyl)methyl)pyridin-2-yl)(phenyl)methyl)-2-(diphenylphosphaneyl)aniline C(C)(C)(C)P(C(C)(C)C)CC1=CC=CC(=N1)C(NC1=C(C=CC=C1)P(C1=CC=CC=C1)C1=CC=CC=C1)C1=CC=CC=C1